1-[(2S)-1-methylpyrrolidin-2-yl]methylamine CN1[C@@H](CCC1)CN